O=C1NC(CCC1N1C(N(C2=C1C=CC(=C2)NCC2CCC(CC2)C(=O)O)C)=O)=O (1R,4R)-4-([[1-(2,6-dioxopiperidin-3-yl)-3-methyl-2-oxo-1,3-benzodiazol-5-yl]amino]methyl)cyclohexane-1-carboxylic acid